C(#N)C1=C(OC2=CC=C3N=CC(=NC3=C2)OCC2CCN(CC2)C2CCC(CC2)C2=C(C=C(C=C2)NC2C(NC(CC2)=O)=O)F)C(=CC=C1NS(N(C)CC)(=O)=O)F 7-[2-cyano-3-[[ethyl(methyl)sulfamoyl]amino]-6-fluoro-phenoxy]-2-[[1-[4-[4-[(2,6-dioxo-3-piperidyl)amino]-2-fluoro-phenyl]cyclohexyl]-4-piperidyl]methoxy]quinoxaline